(1S,2S)-1,2-dimethoxy-1,2-diphenylethane CO[C@H]([C@H](C1=CC=CC=C1)OC)C1=CC=CC=C1